C1(CCC1)OC1=CC=2N(C=C1C(=O)NC=1C(N(C=CC1)[C@@H]1[C@@H](C1)F)=O)C=C(N2)C21COC(C2)(C1)C 7-cyclobutoxy-N-(1-((1S,2R)-2-fluorocyclopropyl)-2-oxo-1,2-dihydropyridin-3-yl)-2-(1-methyl-2-oxabicyclo[2.1.1]hexan-4-yl)imidazo[1,2-a]pyridine-6-carboxamide